C(C)OC(C[C@@H](C1=CC(=C(C=C1)OC)F)N1CC(C1)CCCCC1=CC=C2CCCN(C2=N1)C(=O)OC(C)(C)C)=O (S)-tert-butyl 7-(4-(1-(3-ethoxy-1-(3-fluoro-4-methoxyphenyl)-3-oxopropyl) azetidin-3-yl) butyl)-3,4-dihydro-1,8-naphthyridine-1(2H)-carboxylate